C(C1=CC=CC=C1)OC1=CC=2N(N=C1)C=CN2 7-benzyloxyimidazo[1,2-b]pyridazine